OC1C(N(CC1)C1=CC=CC(=N1)NC(C1=C(N=C(C=C1)NC(CO)(C)C)N1CCC2(CC2)CC1)=O)(C)C N-(6-(3-hydroxy-2,2-dimethylpyrrolidin-1-yl)pyridin-2-yl)-6-((1-hydroxy-2-methylpropan-2-yl)amino)-2-(6-azaspiro[2.5]octan-6-yl)nicotinamide